C(C)(C)OC(=O)C=1C(=C(N2C=C(C=C2C1)C1=CC(=CC=C1)N1CCOCC1)C(C)N1CCOCC1)C 6-methyl-5-(1-morpholinoethyl)-2-(3-morpholinophenyl)indolizine-7-carboxylic acid isopropyl ester